3-(2-(3-((Methylsulfonyl)methyl)piperidin-1-yl)pyridin-4-yl)-6-(trifluoromethyl)imidazo[1,2-b]pyridazine CS(=O)(=O)CC1CN(CCC1)C1=NC=CC(=C1)C1=CN=C2N1N=C(C=C2)C(F)(F)F